3-(2-((dodecanoyloxy)methoxy)-2,2-diphenylacetoxy)spiro[bicyclo[3.2.1]octane-8,1'-pyrrolidin]-8-ium formate C(=O)[O-].C(CCCCCCCCCCC)(=O)OCOC(C(=O)OC1CC2CCC(C1)[N+]21CCCC1)(C1=CC=CC=C1)C1=CC=CC=C1